O=C1N(CCC(N1)=O)C=1C=C(C(=O)N2CCC(CC2)OCCC(=O)O)C=CC1OC 3-((1-(3-(2,4-Dioxotetrahydropyrimidin-1(2H)-yl)-4-methoxybenzoyl)piperidin-4-yl)oxy)propanoic acid